C1CC12NCCN(C2)CCOC2=CC(=C(C=C2)C=2N(C1=NC=NC(=C1N2)OC2(CC2)C)CC2=CC=CC=C2)Cl 8-(4-(2-(4,7-diazaspiro[2.5]octan-7-yl)ethoxy)-2-chlorophenyl)-9-benzyl-6-(1-methylcyclopropoxy)-9H-purine